N-[3-Methoxy-5-(1H-pyrazol-4-yl)-2-pyridyl]-5-methyl-3-phenyl-isoxazole-4-carboxamide COC=1C(=NC=C(C1)C=1C=NNC1)NC(=O)C=1C(=NOC1C)C1=CC=CC=C1